FC1=C(C=CC(=C1F)OC)C1=CN=C2N1C=CN=C2NC2=CC(=C(C=O)C=C2)CC 4-[[3-(2,3-difluoro-4-methoxy-phenyl)imidazo[1,2-a]pyrazin-8-yl]amino]-2-ethyl-benzaldehyde